(R)-3-((1r,4r)-4-(benzyloxy)cyclohexyl)-6-fluoroindoline C(C1=CC=CC=C1)OC1CCC(CC1)[C@H]1CNC2=CC(=CC=C12)F